ClC=1C=C(C=CC1Cl)SC=1N=NNC1C(=O)O 4-((3,4-dichlorophenyl)thio)-1H-1,2,3-triazole-5-carboxylic acid